3-glycidyloxypropyltriethoxysilane C(C1CO1)OCCC[Si](OCC)(OCC)OCC